3-(3-(Benzyloxy)-2,4-difluoro-5-(trifluoromethyl)phenyl)-6-bromo-1,4-dimethyl-1H-indazole C(C1=CC=CC=C1)OC=1C(=C(C=C(C1F)C(F)(F)F)C1=NN(C2=CC(=CC(=C12)C)Br)C)F